(1-((2-hydroxyethyl)amino)-4-methyl-1-oxopentan-2-yl)carbamic acid tert-butyl ester C(C)(C)(C)OC(NC(C(=O)NCCO)CC(C)C)=O